NC(CCC1CC1)C1=CC=NC=C1 (+)-1-amino-3-cyclopropyl-1-(pyridin-4-yl)propane